NC1=C(C(=O)OC(C)OC(N(C)[C@]2(C(CCCC2)=O)C2=C(C=CC=C2)Cl)=O)C=CC=N1 1-((((S)-1-(2-chlorophenyl)-2-oxocyclohexyl)(methyl)carbamoyl)oxy)ethyl 2-aminonicotinate